2-methyl-6,7-dihydro-5H-pyrrolo[3,4-d]pyrimidine CC=1N=CC2=C(N1)CNC2